5-(5-fluoroisoindolin-2-yl)-3-isopropyl-7-(1H-pyrazol-4-yl)-N-(4-((tetrahydro-2H-pyran-4-yl)oxy)phenyl)pyrazolo[1,5-a]pyrimidine-2-carboxamide FC=1C=C2CN(CC2=CC1)C1=NC=2N(C(=C1)C=1C=NNC1)N=C(C2C(C)C)C(=O)NC2=CC=C(C=C2)OC2CCOCC2